isopropyl-mono-cumene hydroperoxide [O-]O.C(C)(C)C1=C(C=CC=C1)C(C)C